2-(2-Aminoethoxy)-5-bromobenzaldehyde hydrochloride Cl.NCCOC1=C(C=O)C=C(C=C1)Br